(2S,3R)-3-Amino-1-ethoxy-4-(pyridin-2-yl)butan-2-ol N[C@@H]([C@@H](COCC)O)CC1=NC=CC=C1